(3aS,7aR)-1-oxooctahydro-5H-pyrrolo[3,4-c]Pyridine-5-carboxylic acid tert-butyl ester C(C)(C)(C)OC(=O)N1C[C@H]2[C@@H](CC1)C(NC2)=O